1-(3-aminopropyl)-2,5-dihydro-1H-pyrrole-one NCCCN1C(C=CC1)=O